C(C)OC[C@]1(CN(CC1)CC1=CN=C(C=C1C#N)OC)CCC1=CC=C(C=C1)F |o1:4| (R or S)-5-((3-(ethoxy-methyl)-3-(4-fluoro-phenethyl)pyrrolidin-1-yl)methyl)-2-methoxyisonicotinonitrile